(S)-2-(2-((5-(1-aminoisoquinolin-7-yl)-1'-(methoxycarbonyl)-2,3-dihydrospiro[inden-1,4'-piperidin]-3-yl)oxy)phenyl)acetic acid NC1=NC=CC2=CC=C(C=C12)C=1C=C2[C@H](CC3(CCN(CC3)C(=O)OC)C2=CC1)OC1=C(C=CC=C1)CC(=O)O